(2S)-N-({4-[3,5-bis(trifluoromethyl)phenoxy]-2,5-difluorophenyl}methyl)pyrrolidine-2-carboxamide FC(C=1C=C(OC2=CC(=C(C=C2F)CNC(=O)[C@H]2NCCC2)F)C=C(C1)C(F)(F)F)(F)F